C(\C=C/C(=O)[O-])(=O)OCC(C)O mono-2-hydroxypropyl maleate